gamma-acryloxypropyl-trimethoxysilane ethyl-5-(hydroxymethyl)-1-methyl-1H-pyrazole-3-carboxylate C(C)OC(=O)C1=NN(C(=C1)CO)C.C(C=C)(=O)OCCC[Si](OC)(OC)OC